FC1=CC=C(CN2C3=C(C4=CC=CC=C24)C=CN2C3=NC(=C2)C2=CC=C(C=C2)F)C=C1 11-(4-Fluorobenzyl)-2-(4-fluorophenyl)-11H-imidazo[1',2':1,2]pyrido[3,4-b]indole